C(CCCCCCCCC)(N)N.C(CCCCCCCCC(=O)O)(=O)O sebacic acid decanediamine salt